FC(C(=O)O)(F)F.CNCCNC(ON=CC)=O 7-oxa-2,5,8-triazadec-8-en-6-one 2,2,2-trifluoroacetate